BrC1=C(C=NN(C1=O)C)N[C@@H]1C[C@@H](CN(C1)C)C1=CC=C(C=C1)COC=1C=C2C(N(C(C2=CC1)=O)C1C(NC(CC1)=O)=O)=O 5-[[4-[(3R,5R)-5-[(5-bromo-1-methyl-6-oxo-pyridazin-4-yl)amino]-1-methyl-3-piperidyl]phenyl]methoxy]-2-(2,6-dioxo-3-piperidyl)isoindoline-1,3-dione